C(#N)C1=CC=C(C=C1)[C@H](C1=CC=C(C(=O)N)C=C1)OC1=CC=C2C(CCOC2=C1C)=O (R,S)-4-((4-cyanophenyl)((8-methyl-4-oxochroman-7-yl)oxy)methyl)benzamide